(Z)-1-(3-(1,3-Dihydroisobenzofuran-4-yl)-4-oxothiazolidine-2-ylidene)-3-(2-fluoro-4-(1-(4-(trifluoromethoxy)phenyl)-1H-1,2,4-triazol-3-yl)phenyl)urea C1OCC2=C(C=CC=C12)N1/C(/SCC1=O)=N/C(=O)NC1=C(C=C(C=C1)C1=NN(C=N1)C1=CC=C(C=C1)OC(F)(F)F)F